C(C)(C)(C)OC(NCCOC1=CC(=CC(=C1)NC(=O)C1=CC2=C(S1)C=CC(=C2)C(C)(C)S(=O)(=O)C)OC2=CC=C(C=C2)Cl)=O tert-Butyl-(2-(3-(4-chlorophenoxy)-5-(5-(2-(methylsulfonyl)propan-2-yl)benzo[b]thiophen-2-carboxamido)phenoxy)ethyl)carbamat